[Br-].C(C1=CC=CC=C1)N1C(=[N+](C=C1)C)C 1-benzyl-2,3-dimethylimidazolium bromide